CC(C)(C)OC(=O)NC1=C(C2=C(S1)C(=CC=C2B2OCC(CO2)(C)C)F)C#N {[3-cyano-4-(5,5-dimethyl-1,3,2-dioxaborin-2-yl)-7-fluorobenzo[b]thiophen-2-yl]amino}carboxylic acid-2-methylpropan-2-yl ester